N-(6-((2-Fluorophenyl)amino)-1H-pyrazolo[3,4-b]pyridin-3-yl)-4-(1-isopropylpiperidin-4-yl)benzamid FC1=C(C=CC=C1)NC1=CC=C2C(=N1)NN=C2NC(C2=CC=C(C=C2)C2CCN(CC2)C(C)C)=O